ClC1=CC(=C2C(=N1)SC(=N2)C)C 5-chloro-2,7-dimethylthiazolo[5,4-b]pyridine